N-[(1R)-2-[[4-(7-chloro-2-oxo-indolin-5-yl)-5-methoxy-1-methyl-pyrazol-3-yl]methyl-methylamino]-1-methyl-ethyl]-2-formyl-N,5-dimethyl-1H-pyrrole-3-carboxamide ClC=1C=C(C=C2CC(NC12)=O)C=1C(=NN(C1OC)C)CN(C[C@@H](C)N(C(=O)C1=C(NC(=C1)C)C=O)C)C